ClC=1C=C(C(=C(C1)C=1C(=NN(C1)C1=C(C=C(C=C1)N1C(CN(CC1)C(=O)[O-])C)F)C1=CC=NC=C1)F)NS(=O)(=O)N1CCCC1 4-[4-(4-{5-chloro-2-fluoro-3-[(pyrrolidine-1-sulfonyl)amino]phenyl}-3-(pyridin-4-yl)pyrazol-1-yl)-3-fluorophenyl]-3-methylpiperazine-1-carboxylate